1-(4-(2-(4-(2-(diethylamino)ethoxy)phenyl)-6-(3,5-dimethoxyphenyl)imidazo[1,2-a]pyridin-8-yl)phenyl)ethan-1-one C(C)N(CCOC1=CC=C(C=C1)C=1N=C2N(C=C(C=C2C2=CC=C(C=C2)C(C)=O)C2=CC(=CC(=C2)OC)OC)C1)CC